1-thio-D-glucose tetraacetate C(C)(=O)O.C(C)(=O)O.C(C)(=O)O.C(C)(=O)O.S=C[C@H](O)[C@@H](O)[C@H](O)[C@H](O)CO